(R)-N-((1S)-(2,3-dichloro-6-fluorophenyl)(3-methylbicyclo[3.1.0]hexan-3-yl)methyl)-2-methylpropane-2-sulfinamide ClC1=C(C(=CC=C1Cl)F)[C@@H](N[S@](=O)C(C)(C)C)C1(CC2CC2C1)C